(R)-4-(1-((3-(difluoro-methyl)-1-methyl-1H-pyrazol-4-yl)sulfonyl)-1-fluoro-ethyl)-N-(2-methyl-pyridin-4-yl)piperidine-1-carboxamide FC(C1=NN(C=C1S(=O)(=O)[C@@](C)(F)C1CCN(CC1)C(=O)NC1=CC(=NC=C1)C)C)F